C(C)(C)C1C(CC(CC1)C)CCCCCNCC(=O)O 2-isopropyl-5-methylcyclohexylpentyl-glycine